CC1(CCC(CC1)NC1=CC=C(C=C1)C(C)(C)CC)N 1-methyl-N4-(4-(tert-pentyl)phenyl)cyclohexane-1,4-diamine